methyl 3-(5-(benzyloxy)-1-(4-fluoro-3-methylphenyl)-2-isopropyl-1H-indol-3-yl)-2-methoxy-2-methylpropanoate C(C1=CC=CC=C1)OC=1C=C2C(=C(N(C2=CC1)C1=CC(=C(C=C1)F)C)C(C)C)CC(C(=O)OC)(C)OC